tert-butyl 4-[1-[3,5-dimethoxy-4-(2,2,2-trifluoroethylcarbamoyl)phenyl]benzimidazol-5-yl]piperidine-1-carboxylate COC=1C=C(C=C(C1C(NCC(F)(F)F)=O)OC)N1C=NC2=C1C=CC(=C2)C2CCN(CC2)C(=O)OC(C)(C)C